4-(4,5-dihydrooxazol-2-yl)benzoic acid O1C(=NCC1)C1=CC=C(C(=O)O)C=C1